2,4-bis(methylamino)butanoic acid CNC(C(=O)O)CCNC